ClC1=C2N=C(C=NC2=CC=C1OC=1C=CC2=C(N(C(=N2)C)COCC[Si](C)(C)C)C1)C=1C=NN(C1)CC1CCNCC1 2-[[6-[5-chloro-3-[1-(4-piperidylmethyl)pyrazol-4-yl]quinoxalin-6-yl]oxy-2-methyl-benzimidazol-1-yl]methoxy]ethyl-trimethyl-silane